2,2',4'-trihydroxychalcone OC1=C(C=CC=C1)\C=C\C(=O)C1=C(C=C(C=C1)O)O